2-(8-bromo-6-methyl-2-morpholino-4-oxo-quinazolin-3-yl)acetonitrile BrC=1C=C(C=C2C(N(C(=NC12)N1CCOCC1)CC#N)=O)C